furano[3,2-b]pyridine O1C=CC2=NC=CC=C21